P(N)(O)=S thiophosphonic amide